propylthio-phenethylamine C(CC)SNCCC1=CC=CC=C1